2-iodo-1,4-bis(trifluoromethyl)benzene bis(2-butyloctyl)10-(N-decyl-5-(dimethylamino)pentanamido)nonadecanedioate C(CCC)C(COC(CCCCCCCCC(CCCCCCCCC(=O)OCC(CCCCCC)CCCC)N(C(CCCCN(C)C)=O)CCCCCCCCCC)=O)CCCCCC.IC1=C(C=CC(=C1)C(F)(F)F)C(F)(F)F